CC=1C=C(C=CC1)[Si](OC)(OC)OC m-methylphenyl-trimethoxysilane